tert-butyl 9-(3,4-dihydro-2H-1,4-benzoxazin-8-yl)-3-azaspiro[5.5]undecane-3-carboxylate O1CCNC2=C1C(=CC=C2)C2CCC1(CCN(CC1)C(=O)OC(C)(C)C)CC2